tert-butyl 2-(2-cyanovinyl)-7-azaspiro[3.5]nonane-7-carboxylate C(#N)C=CC1CC2(C1)CCN(CC2)C(=O)OC(C)(C)C